N1=C(N=CC=C1)C1(CC1)NC(=O)[C@@H]1CN(CC[C@H]1NC(=O)C1=NOC(=C1)C1=C(C=C(C=C1F)F)F)CC1CC1 (3R,4R)-1-Cyclopropylmethyl-4-{[5-(2,4,6-trifluoro-phenyl)-isoxazole-3-carbonyl]-amino}piperidine-3-carboxylic acid (1-pyrimidin-2-yl-cyclopropyl)-amide